C(C)(C)(C)C1=CC=CC2=C(C3=C(C=CC=C3C(=C12)OC(=O)C1C(CCCC1)C(=O)O)C(C)(C)C)OC(=O)C1C(CCCC1)C(=O)O 1,5-bis(tert-butyl)-9,10-bis(2-carboxycyclohexyl)carbonyloxyanthracene